3-(3-Chloro-4-fluorophenyl)-1-((1-ethoxyisoquinolin-4-yl)methyl)-1-methylurea ClC=1C=C(C=CC1F)NC(N(C)CC1=CN=C(C2=CC=CC=C12)OCC)=O